C(C)(C)(C)OC(=O)N1N=C(C2=CC=C(C=C12)[C@@H]1C[C@@]12C(N(C1=CC=C(C=C21)OC)C(=O)OC(C)(C)C)=O)NC2=NC(=NC=C2Cl)C tert-butyl (1R,2S)-2-[1-(tert-butoxycarbonyl)-3-[(5-chloro-2-methylpyrimidin-4-yl)amino]indazol-6-yl]-5'-methoxy-2'-oxospiro[cyclopropane-1,3'-indole]-1'-carboxylate